BrC=1C=CC(=C(C(=O)NC2=C(C=C(C=C2)[N+](=O)[O-])OC)C1)O 5-bromo-2-hydroxy-N-(2-methoxy-4-nitrophenyl)benzamide